COCOC1=C(C=C(C=C1)C(F)(F)F)B(O)O 2-METHOXYMETHOXY-5-(TRIFLUOROMETHYL)PHENYLBORONIC ACID